Cl.ClC=1C=NC(=NC1)NC[C@H]1NC[C@H](O[C@H]1C)C 5-Chloro-N-(((2S,3R,6R)-2,6-dimethylmorpholin-3-yl)methyl)pyrimidin-2-amine hydrochloride